N1(CCCC1)C1=CC=C(C=C1)C(=CC1(OC(=O)C2=C(C(=C(C(=C12)Cl)Cl)Cl)Cl)C=C(C1=CC=C(C=C1)N1CCCC1)C1=CC=C(C=C1)OC)C1=CC=C(C=C1)OC 3,3-bis[1-(4-pyrrolidinophenyl)-1-(4-methoxyphenyl)ethen-2-yl]-4,5,6,7-tetrachlorophthalide